CC=1C=C(NC2=CC=3C(C4=CC=CC=C4C3C=C2)(CC)CC)C=C(C1)C 2-(3,5-dimethylanilino)-9,9-diethylfluorene